2-fluoro-6-formyl-4-(3-(4-(pyrrolidin-1-yl)phenyl)-1,2,4-thiadiazol-5-yl)phenyl 3,4-dihydroxybutanoate OC(CC(=O)OC1=C(C=C(C=C1C=O)C1=NC(=NS1)C1=CC=C(C=C1)N1CCCC1)F)CO